C(C)OC(=O)C1C2N(C([C@H](CCC12)N1C(C2=CC=CC=C2C1=O)=O)=O)C (4S)-4-(1,3-dioxoisoindolin-2-yl)-6-methyl-5-oxo-6-azabicyclo[5.1.0]octane-8-carboxylic acid ethyl ester